CN(C=1C=C(C=CC1)NS(=O)(=O)C=1C=CC2=C(C(=C(O2)C(=O)O)C)C1)C 5-(N-(3-(dimethylamino)phenyl)sulfamoyl)-3-methylbenzofuran-2-carboxylic acid